cis-6-((3-(4-chloro-2H-1,2,3-triazol-2-yl)-4-(trifluoromethyl)phenyl)carbamoyl)-3-methyl-6-azabicyclo[3.1.1]heptane-1-carboxylic acid ClC1=NN(N=C1)C=1C=C(C=CC1C(F)(F)F)NC(=O)N1C2CC(CC1(C2)C(=O)O)C